C(C)(C)(C)OC(=O)N1CCC(=CC1)C1=CC(=C(C(=O)NC2=C(C(=C(C=C2)C=2CCN(CC2)C(=O)OC(C)(C)C)F)F)C=C1)C tert-butyl 4-[4-(4-{1-[(tert-butoxy)carbonyl]-1,2,3,6-tetrahydropyridin-4-yl}-2-methylbenzamido)-2,3-difluorophenyl]-1,2,3,6-tetrahydropyridine-1-carboxylate